N1CCC=2C1=CN=CC2C2=CC=C(C#N)C=C2 4-(2,3-Dihydro-1H-pyrrolo[2,3-c]pyridin-4-yl)benzonitrile